2-[3-({5-cyclopropyl-3-[2-(trifluoromethoxy)phenyl]-1,2-oxazol-4-yl}methoxy)-8-azabicyclo[3.2.1]octan-8-yl]-4-fluoro-1,3-benzothiazole-6-carboxylic acid C1(CC1)C1=C(C(=NO1)C1=C(C=CC=C1)OC(F)(F)F)COC1CC2CCC(C1)N2C=2SC1=C(N2)C(=CC(=C1)C(=O)O)F